4-((3-hydroxy-2-(pyridin-2-yl)-2,4,6,7-tetrahydro-5H-pyrazolo[4,3-c]pyridin-5-yl)methyl)benzonitrile OC=1N(N=C2C1CN(CC2)CC2=CC=C(C#N)C=C2)C2=NC=CC=C2